NCC#CC1=CC(=NC=C1)NC1C(NC(CC1)=O)=O 3-((4-(3-aminoprop-1-yn-1-yl)pyridin-2-yl)amino)piperidine-2,6-dione